ClC=1N=C(C2=C(N1)CN(C2C)C(=O)OC(C)(C)C)OC tert-Butyl 2-chloro-4-methoxy-5-methyl-5,7-dihydro-6H-pyrrolo[3,4-d]pyrimidine-6-carboxylate